butyl-4-((2-oxopropanoyl)thio)but-2-ynoate C(CCC)OC(C#CCSC(C(C)=O)=O)=O